4-((benzyl-(4'-(trifluoromethoxy)-[1,1'-biphenyl]-4-yl)amino)methyl)-1H-1,2,3-triazole-5-carboxylic acid 2,2,2-trifluoroacetate FC(C(=O)O)(F)F.C(C1=CC=CC=C1)N(C1=CC=C(C=C1)C1=CC=C(C=C1)OC(F)(F)F)CC=1N=NNC1C(=O)O